N-((3S,4R)-1-methyl-4-(2-(trifluoromethyl)phenyl)pyrrolidin-3-yl)-3-(2-methylpyridin-4-yl)-1H-pyrazolo[4,3-c]pyridine-6-amide CN1C[C@H]([C@@H](C1)C1=C(C=CC=C1)C(F)(F)F)NC(=O)C1=CC2=C(C=N1)C(=NN2)C2=CC(=NC=C2)C